4-{2-[4-(2-(4-ethyl-3-oxopiperazin-1-yl)ethoxy)phenyl]quinolin-6-yl}-6-methyl-1H-pyrrolo[2,3-c]pyridin-7(6H)-one C(C)N1C(CN(CC1)CCOC1=CC=C(C=C1)C1=NC2=CC=C(C=C2C=C1)C=1C2=C(C(N(C1)C)=O)NC=C2)=O